8-acetoxy-9-azido-2-(3-iodophenyl)-2-methylnonanoic acid C(C)(=O)OC(CCCCCC(C(=O)O)(C)C1=CC(=CC=C1)I)CN=[N+]=[N-]